7-chloro-1-methyl-N-(4-((4-methylpiperazin-1-yl)methyl)-3-(trifluoromethyl)phenyl)-6-(pyrazolo[1,5-a]pyrazin-3-yloxy)-1H-imidazo[4,5-b]pyridin-2-amine ClC1=C2C(=NC=C1OC=1C=NN3C1C=NC=C3)N=C(N2C)NC2=CC(=C(C=C2)CN2CCN(CC2)C)C(F)(F)F